N2-(3-chloro-4-morpholinophenyl)-N4-(8-methylcinnolin-4-yl)pyrimidine-2,4-diamine ClC=1C=C(C=CC1N1CCOCC1)NC1=NC=CC(=N1)NC1=CN=NC2=C(C=CC=C12)C